Nonyl 8-((8-((7-ethyl-2-methylundecan-4-yl)oxy)-8-oxooctyl)(3-hydroxypropyl) amino)-7-hydroxyoctanoate C(C)C(CCC(CC(C)C)OC(CCCCCCCN(CC(CCCCCC(=O)OCCCCCCCCC)O)CCCO)=O)CCCC